(R)-N-(4-(4-((5-(3-(dimethyl-amino)piperidin-1-yl)pyridin-2-yl)amino)-5-oxo-5,6-dihydro-1,6-naphthyridin-2-yl)-3-fluorophenyl)cyclohexane-carboxamide CN([C@H]1CN(CCC1)C=1C=CC(=NC1)NC1=CC(=NC=2C=CNC(C12)=O)C1=C(C=C(C=C1)NC(=O)C1CCCCC1)F)C